2-(4-bromophenyl)-N,N,2-trimethyl-propionamide BrC1=CC=C(C=C1)C(C(=O)N(C)C)(C)C